C(C)OC(=O)C=1C(OC2=C(C1)C=C(C=C2C(=O)O)Br)C(F)(F)F.C2(=CC=CC=C2)C2(CC(=NO2)C(=O)NS(=O)(=O)C=2C(C)=CC=CC2)C2=CC=CC=C2 5,5-diphenyl-N-(o-toluenesulfonyl)-4,5-dihydroisoxazole-3-carboxamide Ethyl-6-bromo-8-carboxy-2-trifluoromethyl-2H-benzopyran-3-carboxylate